(±)-3-(3-Fluoro-phenyl)-N-[1-(3-morpholin-4-yl-phenyl)-propyl]-acrylamide FC=1C=C(C=CC1)C=CC(=O)N[C@H](CC)C1=CC(=CC=C1)N1CCOCC1 |r|